5-hydroxyisophthalic acid OC=1C=C(C=C(C(=O)O)C1)C(=O)O